C1NCC12CCC(CC2)OC2CCN(CC2)C2=NC=C(C(=N2)NC=2C=C1C=C(C(N(C1=CC2)C(C)C)=O)OCC(=O)NC)Cl 2-[(6-[[2-(4-[2-azaspiro[3.5]nonan-7-yloxy]piperidin-1-yl)-5-chloropyrimidin-4-yl]amino]-1-isopropyl-2-oxoquinolin-3-yl)oxy]-N-methylacetamide